C1(CC1)C1=NC(=CC(=C1)NC1CCC(CC1)NC(C1=CC=C(C=C1)F)=O)C(F)(F)F N-(1S-4S)-[4-[[2-cyclopropyl-6-(trifluoromethyl)-4-pyridyl]amino]cyclohexyl]-4-fluoro-benzamide